Cl.COC(COCCOCCN)=O 2-(2-(2-Aminoethoxy)ethoxy)acetic acid methyl ester hydrochloride